NC1CCC(CC1)C1=NN=C(S1)C=1C(=CC(=NC1)N1C=CC=2C1=NC=C(C2)C(=O)N)NC 1-(5-(5-((1r,4r)-4-aminocyclohexyl)-1,3,4-thiadiazol-2-yl)-4-(Methylamino)pyridin-2-yl)-1H-pyrrolo[2,3-b]pyridine-5-carboxamide